C(C)(C)(C)OC(=O)N[C@@H](C(C)C)C(=O)N1[C@@H](CCC1)C(=O)O (N-tert-butoxycarbonyl-L-valyl)-L-proline